(2S)-2-[2-[4-chloro-2-(2-methyl-6-morpholin-4-ylpyrimidin-4-yl)oxyphenyl]pyrimidin-5-yl]-2-fluoroethanamine ClC1=CC(=C(C=C1)C1=NC=C(C=N1)[C@@H](CN)F)OC1=NC(=NC(=C1)N1CCOCC1)C